2-(4-(6a,7,9,10-tetrahydropyrazino[1,2-a]thieno[4,3,2-de]quinolin-8(6H)-yl)butyl)isoindolin-1-one lithium di-n-propoxide [O-]CCC.[O-]CCC.[Li+].C1=CC=C2C=3C(CC4N(C13)CCN(C4)CCCCN4C(C1=CC=CC=C1C4)=O)=CS2.[Li+]